ClC1=C(C=C(OCC(=O)N[C@@H]2CC[C@H](CC2)CNC(C2=CN=C(C=C2)C(F)(F)F)=O)C=C1)F trans-N-((4-(2-(4-chloro-3-fluorophenoxy)acetamido)cyclohexyl)methyl)-6-(trifluoromethyl)nicotinamide